NC1=C(C=C(C2=C1CCO2)C(=O)NC2CCN(CC2)CCCCCC(=O)N[C@H]2CN(CCC2)CCCCCC(=O)O)Cl (R)-6-(3-(6-(4-(4-amino-5-chloro-2,3-dihydrobenzofuran-7-carboxamido)piperidin-1-yl)hexanamido)piperidin-1-yl)hexanoic acid